tert-butyl 4-(4-chloroquinolin-2-yl)-3,6-dihydropyridine-1(2H)-carboxylate ClC1=CC(=NC2=CC=CC=C12)C=1CCN(CC1)C(=O)OC(C)(C)C